6-(4-{1-[(1R)-1-Phenylethyl]piperidin-4-yl}-1,4-diazepan-1-yl)-N-(pyridine-3-ylmethyl)pyridine-2-carboxamide C1(=CC=CC=C1)[C@@H](C)N1CCC(CC1)N1CCN(CCC1)C1=CC=CC(=N1)C(=O)NCC=1C=NC=CC1